tert-butyl 4-((6-(5-cyanopyrazin-2-ylamino)-3-(ethylcarbamoyl)pyridazin-4-ylamino)methyl)piperidine-1-carboxylate C(#N)C=1N=CC(=NC1)NC1=CC(=C(N=N1)C(NCC)=O)NCC1CCN(CC1)C(=O)OC(C)(C)C